dioctadecyl-stearic acid amide C(CCCCCCCCCCCCCCCCC)C(C(=O)N)(CCCCCCCCCCCCCCCC)CCCCCCCCCCCCCCCCCC